6-bromo-5-(2-fluoro-4-aminophenoxy)-1-isopropyl-1H-indazole BrC1=C(C=C2C=NN(C2=C1)C(C)C)OC1=C(C=C(C=C1)N)F